N-tert-butyl-4-[[2-(4-tert-butyl-2-hydroxy-phenyl)acetyl]amino]pyridine-2-carboxamide C(C)(C)(C)NC(=O)C1=NC=CC(=C1)NC(CC1=C(C=C(C=C1)C(C)(C)C)O)=O